C(C=1C(C(=O)OC2CC2)=CC(C(=O)OC2CC2)=CC1)(=O)OC1CC1 tricyclopropyl trimellitate